12,12-dimethyl-2lambda6-thia-3,9,11,18,23-pentaazatetracyclo[17.3.1.111,14.05,10]Tetracosan-1(22),5,7,9,19(23),20-hexaen-2,2,4-trione CC1(N2C3=NC=CC=C3C(NS(C3=CC=CC(NCCCC(C1)C2)=N3)(=O)=O)=O)C